FC(CC1OCCO1)(F)F 2,2,2-trifluoroethyl-1,3-Dioxolane